3-(5-((3-(4-(2-((3r,5r,7r)-adamantan-1-yl)ethyl)-3,5-dimethylpiperazin-1-yl)propyl)thio)-2-methyl-4-oxoquinazolin-3(4H)-yl)piperidine-2,6-dione C12(CC3CC(CC(C1)C3)C2)CCN2C(CN(CC2C)CCCSC2=C3C(N(C(=NC3=CC=C2)C)C2C(NC(CC2)=O)=O)=O)C